NC1=C(C=C(C(=N1)F)C1=NC=C(C=C1)N1CCN(CC1)C(=O)OC(C)(C)C)C=1C=C2CCNC(C2=CC1)=O tert-butyl 4-(6'-amino-2'-fluoro-5'-(1-oxo-1,2,3,4-tetrahydroisoquinolin-6-yl)-[2,3'-bipyridin]-5-yl)piperazine-1-carboxylate